CC=1N=C2N(N=C(C(=C2)C)C[C@@H]2CC[C@H](CC2)C(=O)O)C1 trans-4-[(2,7-dimethylimidazo[1,2-b]pyridazin-6-yl)methyl]cyclohexanecarboxylic acid